C1(CC1)C(=O)NC1=NC=C(C(=O)NC([2H])([2H])[2H])C(=C1)NC1=CC=CC=2C3=C(CN(C12)C)N=C(O3)C 6-(cyclopropanecarboxamido)-4-((2,5-dimethyl-4,5-dihydrooxazolo[4,5-c]quinolin-6-yl)amino)-N-(methyl-d3)nicotinamide